C(C)OC(CC1(OCCO1)C)=O ethyl-2-methyl-1,3-dioxolan-2-acetate